(R)-N1-(2-methylbenzyl)-N1-(3-methylbutan-2-yl)oxalamide (R)-2,2,2-trifluoroethyl-2-((2-methylbenzyl)(3-methylbutan-2-yl)amino)-2-oxoacetate FC(COC(C(=O)N([C@H](C)C(C)C)CC1=C(C=CC=C1)C)=O)(F)F.CC1=C(CN(C(C(=O)N)=O)[C@H](C)C(C)C)C=CC=C1